O1C2=C(NCC1)C=C(C=C2)S(=O)(=O)N2CC1=C(C2)CN(C1)C(=O)[C@H]1COCCC1 |o1:23| (R or S)-(5-((3,4-dihydro-2H-benzo[b][1,4]oxazin-6-yl)sulfonyl)-3,4,5,6-tetrahydropyrrolo[3,4-c]pyrrol-2(1H)-yl)(tetrahydro-2H-pyran-3-yl)methanone